(S)-4-(6-chloropyridazin-3-yl)-2-methylpiperazine-1-carboxylic acid tert-butyl ester C(C)(C)(C)OC(=O)N1[C@H](CN(CC1)C=1N=NC(=CC1)Cl)C